CC1(N(CCOC1)C1=NC2=CC=C(C=C2C=N1)C=C)C 3,3-dimethyl-4-(6-vinylquinazolin-2-yl)morpholine